N,N'-di-[3-(butanesulfonyloxy)phenyl]urea C(CCC)S(=O)(=O)OC=1C=C(C=CC1)NC(=O)NC1=CC(=CC=C1)OS(=O)(=O)CCCC